tert-butyl 2-[3-(2,6-dibenzyloxy-3-pyridyl)phenyl]-2,7-diazaspiro[3.5]nonane-7-carboxylate C(C1=CC=CC=C1)OC1=NC(=CC=C1C=1C=C(C=CC1)N1CC2(C1)CCN(CC2)C(=O)OC(C)(C)C)OCC2=CC=CC=C2